C(#N)C1=C(C=C(C(=O)NC2CN(CCC2)C(=O)OC(C)(C)C)C=C1OC)OC tert-butyl 3-(4-cyano-3,5-dimethoxybenzamido)piperidine-1-carboxylate